OC1CC(C1)(S(=O)(=O)C)C1=CC=C(OCC(=O)OC)C=C1 methyl 2-[4-(3-hydroxy-1-methanesulfonylcyclobutyl)phenoxy]acetate